Cl.C1(CC1)C1=C(C(=NC=C1O[C@@H]1[C@H](NC1)C)C(=O)N)F cyclopropyl-3-fluoro-5-{[(2R,3S)-2-methylazetidin-3-yl]oxy}pyridine-2-carboxamide hydrochloride